Aminotrihydroxysilan N[Si](O)(O)O